(S)-N-(5-Chloro-6-(tetrahydrofuran-2-yl)pyridin-3-yl)-1-(7-chloropyrazolo[1,5-a]pyridin-4-yl)-5-(trifluoromethyl)-1H-pyrazol-4-carboxamid ClC=1C=C(C=NC1[C@H]1OCCC1)NC(=O)C=1C=NN(C1C(F)(F)F)C=1C=2N(C(=CC1)Cl)N=CC2